2-(7-Chloro-8-fluoro-4-oxothiochroman-3-yl)-2-oxoethyl acetate C(C)(=O)OCC(=O)C1CSC2=C(C(=CC=C2C1=O)Cl)F